CC1=C(C=C(C=C1N)C)N 2,5-dimethyl-m-phenylenediamine